FC=1C=C(C=C(C1)F)C1CSC2=NN(C(N21)=O)C2=CC=CC=C2 5-(3,5-difluorophenyl)-2-phenyl-5,6-dihydrothiazolo[2,3-c][1,2,4]triazol-3(2H)-one